C(C=C)(=O)N1[C@H](CN(C[C@H]1C)C1=NC(N2C3=C(C(=C(C=C13)C(F)(F)F)C1=C(C=C(C(=C1)Br)F)F)SC[C@@H]2COC)=O)C (3S,10R)-7-((3S,5R)-4-Acryloyl-3,5-dimethylpiperazin-1-yl)-10-(5-bromo-2,4-difluorophenyl)-3-(methoxymethyl)-9-(trifluoromethyl)-2,3-dihydro-5H-[1,4]thiazino[2,3,4-ij]quinazolin-5-one